4-(pyrazinylthio)cyclohexanone N1=C(C=NC=C1)SC1CCC(CC1)=O